3-[8-Dimethylamino-1-[(1-hydroxy-cyclobutyl)-methyl]-2-oxo-8-phenyl-1,3-diazaspiro[4.5]decan-3-yl]-N-(2-methoxy-ethyl)-propionamide CN(C1(CCC2(CN(C(N2CC2(CCC2)O)=O)CCC(=O)NCCOC)CC1)C1=CC=CC=C1)C